C(C=CCCCCCCCCCCCC)(N)(N)N pentadecenetriamine